CC1=CC2=C(N=C(N=C2NCCCC2=CC=C(C=C2)C2=CC=C(C=C2)[N+](=O)[O-])C2=CNC=C2)S1 6-methyl-N-(3-(4'-nitro-[1,1'-biphenyl]-4-yl)propyl)-2-(1H-pyrrol-3-yl)thieno[2,3-d]pyrimidin-4-amine